(3-chloro-4-methoxyphenyl)-4-(5-fluoro-2-oxo-2,3-dihydro-1H-1,3-benzodiazol-1-yl)piperidine-1-carboxamide ClC=1C=C(C=CC1OC)C1N(CCC(C1)N1C(NC2=C1C=CC(=C2)F)=O)C(=O)N